N-(6-chloropyridin-3-yl)-6-(2-(trifluoromethoxy)ethoxy)isoquinolin-1-amine ClC1=CC=C(C=N1)NC1=NC=CC2=CC(=CC=C12)OCCOC(F)(F)F